methyl ((1-((3-((2-((1,3,4-oxadiazol-2-yl)methoxy)-5-ethylphenyl)sulfonamido)-4-methoxybenzo[d]isoxazol-6-yl)methyl)-1H-pyrazol-4-yl)methyl)carbamate O1C(=NN=C1)COC1=C(C=C(C=C1)CC)S(=O)(=O)NC1=NOC2=C1C(=CC(=C2)CN2N=CC(=C2)CNC(OC)=O)OC